BrC=1C(=CC=C2C(=C(C=NC12)C(=O)N[C@H]1CCOC2=C1C=CC=C2)N2CC(C2)F)F 8-Bromo-N-[(4S)-3,4-dihydro-2H-benzopyran-4-yl]-7-fluoro-4-(3-fluoroazetidin-1-yl)quinoline-3-carboxamide